7-chloro-5-methoxy-4-(methylamino)-1-(2-methylpyridin-3-yl)quinazolin-2(1H)-one ClC1=CC(=C2C(=NC(N(C2=C1)C=1C(=NC=CC1)C)=O)NC)OC